NC1=NC(=CC(=N1)N[C@H](CO)CCC)CC1=CC=C(C=C1)C(=O)N1CCNCC1 (S)-2-Amino-4-((1-hydroxypentan-2-yl)amino)-6-(4-(piperazine-1-carbonyl)benzyl)pyrimidine